6-(2-pyridyl)-N3-sec-butyl-N2-tetrahydrofuran-3-ylpyridin-2,3-diamine N1=C(C=CC=C1)C1=CC=C(C(=N1)NC1COCC1)NC(C)CC